C(C)(C)(C)O[Bi](OC(C)(C)C)OC(C)(C)C tris(t-butoxy)bismuth (III)